(R)-2-amino-N-(4-(4-amino-(4-phenoxyphenyl)-1H-pyrazolo[3,4-d]pyrimidin-1-yl)cyclohexyl)-butyramide hydrochloride Cl.N[C@@H](C(=O)NC1CCC(CC1)N1N=C(C=2C1=NC=NC2N)C2=CC=C(C=C2)OC2=CC=CC=C2)CC